Naphthalene-1-carboxylic acid hydrazide C1(=CC=CC2=CC=CC=C12)C(=O)NN